8-(4-((2R,4S)-4-fluoropyrrolidine-2-carbonyl)piperazin-1-yl)-N-(1-methylcyclopropyl)-3-(5-(trifluoromethyl)-1,3,4-thiadiazol-2-yl)imidazo[1,5-a]pyridine-6-sulfonamide F[C@H]1C[C@@H](NC1)C(=O)N1CCN(CC1)C=1C=2N(C=C(C1)S(=O)(=O)NC1(CC1)C)C(=NC2)C=2SC(=NN2)C(F)(F)F